(4R,5R)-1,2-dithiane-4,5-diol S1SC[C@@H]([C@H](C1)O)O